Cl.ClC1=CC=C2C(CN(C2=C1)C(CN1[C@H](CN[C@@H](C1)C)C(=O)N1CCOCC1)=O)(C)C 1-(6-Chloro-3,3-dimethyl-2,3-dihydro-indol-1-yl)-2-[(2R,5R)-5-methyl-2-(morpholine-4-carbonyl)-piperazin-1-yl]-ethanone, hydrochloride salt